7-(3,4-dichlorophenyl)-1-[2-(piperidin-1-yl)ethyl]-3,4-dihydro-quinolin-2(1H)-one ClC=1C=C(C=CC1Cl)C1=CC=C2CCC(N(C2=C1)CCN1CCCCC1)=O